[N+](=O)([O-])C1=C(C=C2C(=NN(C2=C1)C(C1=CC=CC=C1)(C1=CC=CC=C1)C1=CC=CC=C1)C1=CC=NC=C1)C(=CC(=O)[NH-])[C@H](C)C1=CC=CC=C1 (R)-3-(6-nitro-3-(pyridin-4-yl)-1-trityl-1H-indazol-5-yl)-N-(1-phenylethyl)acryloylamide